dichloro-diaminobiphenyl ClC=1C(=C(C=CC1N)C1=CC=C(C=C1)N)Cl